ClC=1N=C(C2=CC=CC(=C2C1)C#N)C(=O)N[C@@H]1CC[C@H](CC1)OC 3-chloro-5-cyano-N-[(trans)-4-methoxycyclohexyl]isoquinoline-1-carboxamide